3-[(6-hexyl-4-phenylquinolin-2-yl)(methyl)amino]-2-methylpropanoic acid C(CCCCC)C=1C=C2C(=CC(=NC2=CC1)N(CC(C(=O)O)C)C)C1=CC=CC=C1